BrC=1C(=CC=2C3=C(C(=NC2C1F)C=1C(=NC=CC1)C)N=NN3[C@@H]3C[C@H](N(CC3)C(=O)OC(C)(C)C)CC#N)Cl tert-butyl (2S,4S)-4-(7-bromo-8-chloro-6-fluoro-4-(2-methylpyridin-3-yl)-1H-[1,2,3]triazolo[4,5-c]quinolin-1-yl)-2-(cyanomethyl)piperidine-1-carboxylate